isopropyl-4-propionamidobutyric acid C(C)(C)C(C(=O)O)CCNC(CC)=O